NC1=CC=CC(=N1)S(=O)(=O)NC(=O)C=1C(=NC(=CC1)C1=CC(=CC(=C1)F)F)OC1=C(C=C(C=C1C)C)C N-[(6-Amino-2-pyridyl)sulfonyl]-6-(3,5-difluorophenyl)-2-(2,4,6-trimethylphenoxy)pyridin-3-carboxamid